4-[4-[[4-(3-Hydroxyphenyl)-3-methylphenyl]methyl]piperazin-1-yl]-N-(4-methoxyphenyl)benzamide OC=1C=C(C=CC1)C1=C(C=C(C=C1)CN1CCN(CC1)C1=CC=C(C(=O)NC2=CC=C(C=C2)OC)C=C1)C